Hydroxy-Benzotriazole OC1=CC=CC=2NN=NC21